3-bromo-4-(trifluoromethyl)-1H-pyridin-2-one BrC=1C(NC=CC1C(F)(F)F)=O